FC1=CC=C(C=N1)OC1C[C@@H]2[C@@H](CN(C2)CC(O)C2=CC=C(C=C2)O)C1 rac-4-(2-((3aR,5s,6aS)-5-((6-fluoropyridin-3-yl)oxy)hexahydrocyclopenta[c]pyrrol-2(1H)-yl)-1-hydroxyethyl)phenol